Naphtho[2,1-d]Thiophene-5-yl-boronic acid S1C=CC2=C1C1=CC=CC=C1C(=C2)B(O)O